tert-butyl 5-methylsulfonyloxypiperidine-1,2-dicarboxylate CS(=O)(=O)OC1CCC(N(C1)C(=O)OC(C)(C)C)C(=O)[O-]